C(C=C)(=O)NC=1C(=CC(=C(C1)NC1=NC=C(C(=N1)N1CC2(C3=NC=CC=C31)CCC2)C(=O)OC(C)C)OC)N(C)CCN(C)C isopropyl 2-((5-acrylamido-4-((2-(dimethylamino)ethyl)(methyl)amino)-2-methoxy-phenyl)amino)-4-(spiro(cyclobutane-1,3'-pyrrolo[3,2-b]pyridin)-1'(2'H)-yl)pyrimidine-5-carboxylate